N-(4-fluoro-2-methoxy-5-nitrophenyl)-6-(4-fluorophenoxy)-8-phenylpyrido[3,2-d]pyrimidin-2-amine FC1=CC(=C(C=C1[N+](=O)[O-])NC=1N=CC2=C(N1)C(=CC(=N2)OC2=CC=C(C=C2)F)C2=CC=CC=C2)OC